tert-Butyl 3,3-dimethyl-5-(trifluoromethylsulfonyloxy)-2H-pyrrole-1-carboxylate CC1(CN(C(=C1)OS(=O)(=O)C(F)(F)F)C(=O)OC(C)(C)C)C